3-(5-(difluoromethyl)-1,3,4-thiadiazol-2-yl)-N-(1-methylcyclopropyl)-8-(4-(trifluoromethyl)phenyl)imidazo[1,2-a]pyridine-6-sulfonamide FC(C1=NN=C(S1)C1=CN=C2N1C=C(C=C2C2=CC=C(C=C2)C(F)(F)F)S(=O)(=O)NC2(CC2)C)F